ClC=1C(=NC(=NC1)NC1=C(C=C(C=C1)N1CCC(CC1)NCCCCCCC=1C=C2CN(C(C2=CC1)=O)C1C(NC(CC1)=O)=O)OC)NC1=C(C=CC=C1)P(=O)(OC)OC 3-(5-(6-((1-(4-((5-chloro-4-((2-(dimethylphosphono)phenyl)amino)pyrimidin-2-yl)amino)-3-methoxyphenyl)piperidin-4-yl)amino)hexyl)-1-oxoisoindolin-2-yl)piperidine-2,6-dione